CC1(C2CCC([C@@H]([C@]2(CCC1)C)CCC(C)O)=C)C 4-[(1S,8aS)-5,5,8a-trimethyl-2-methylene-decahydronaphthalen-1-yl]butan-2-ol